NC1=C(C=C(C=N1)C=1C=C2N(N1)CC[C@]21CN(CC1)C(=O)NCC)OC(C)C1=C(C=CC=C1)C#N (3R)-2'-{6-amino-5-[1-(2-cyanophenyl)ethoxy]pyridin-3-yl}-N-ethyl-5',6'-dihydro-1H-spiro[pyrrolidine-3,4'-pyrrolo[1,2-b]pyrazole]-1-carboxamide